CC(C)(C)C=1C=C(C=CC1O)C(CC(=O)[O-])(C)C1=CC(=C(C=C1)O)C(C)(C)C 3,3-bis[3-(1,1-dimethylethyl)-4-hydroxyphenyl]Butyrate